tert-butyl (1R,3s,5S)-3-(((benzyloxy) carbonyl) amino)-8-azabicyclo[3.2.1]octane-8-carboxylate C(C1=CC=CC=C1)OC(=O)NC1C[C@H]2CC[C@@H](C1)N2C(=O)OC(C)(C)C